C(C)(C)(C)OC(NCCN1N=CC(=C1)N)=O (2-(4-amino-1H-pyrazol-1-yl)ethyl)carbamic acid tert-butyl ester